[Pd].C(#N)CC1CN(CCOC1)C(=O)OC(C)(C)C tert-Butyl 6-(cyanomethyl)-1,4-oxazepane-4-carboxylate Palladium